5-(5-fluoro-2-adamantyl)-N7-(5-methyl-1H-pyrazol-3-yl)-1,6-naphthyridine-5,7-diamine trifluoroacetate FC(C(=O)O)(F)F.FC12CC3C(C(CC(C1)C3)C2)C2(C=3C=CC=NC3C=C(N2)NC2=NNC(=C2)C)N